OCC1CCC(CC1)C1=NC2=C(N1C)C=C(C(=C2)C(C)(C)O)NC(C2=NC(=CC=C2)C(F)(F)F)=O N-(2-((1r,4r)-4-(hydroxymethyl)cyclohexyl)-5-(2-hydroxypropan-2-yl)-1-methyl-1H-benzo[d]imidazol-6-yl)-6-(trifluoromethyl)picolinamide